3-benzoyl-coumarin C(C1=CC=CC=C1)(=O)C=1C(OC2=CC=CC=C2C1)=O